2,4-dihydroxy-3,6-dimethyl-benzoic acid methyl ester COC(C1=C(C(=C(C=C1C)O)C)O)=O